azetidin-3-ylmethyl 5-[6-[5-(6-methyl-2-pyridyl)-1H-imidazol-4-yl]-3-quinolyl]pyridine-3-carboxylate CC1=CC=CC(=N1)C1=C(N=CN1)C=1C=C2C=C(C=NC2=CC1)C=1C=C(C=NC1)C(=O)OCC1CNC1